S1C(=NN=C1)C#CCN1C2=C(CCC(C1=O)C1=C(C=C(C=C1)C(F)(F)F)C(F)(F)F)C=C(C=C2)F 1-(3-(1,3,4-thiadiazol-2-yl)prop-2-ynyl)-3-(2,4-bis(trifluoromethyl)phenyl)-7-fluoro-4,5-dihydro-1H-benzo[b]azepin-2(3H)-one